N1CCC12CN(C2)C=2C=CC=1N=CN=C(C1N2)NC=2C=NC(=CC2)OCC(F)(F)F 6-(1,6-diazaspiro[3.3]heptan-6-yl)-N-[6-(2,2,2-trifluoroethoxy)-3-pyridyl]pyrido[3,2-d]pyrimidin-4-amine